C1(CCCCC1)C1N(CCC2=CC=CC=C12)C1=CC=CC=C1 1-cyclohexyl-2-phenyl-1,2,3,4-tetrahydroisoquinoline